tert-butyl(7-(4-amino-2-methylphenyl)-7-azaspiro[3.5]nonan-2-yl)carbamate C(C)(C)(C)OC(NC1CC2(C1)CCN(CC2)C2=C(C=C(C=C2)N)C)=O